(3-((1-aminoisoquinolin-7-yl)methyl)phenyl)(pyrrolidin-1-yl)methanone NC1=NC=CC2=CC=C(C=C12)CC=1C=C(C=CC1)C(=O)N1CCCC1